3-(4-(4,4,5,5-tetramethyl-1,3,2-dioxaborolan-2-yl)pyridin-2-yl)propanoate CC1(OB(OC1(C)C)C1=CC(=NC=C1)CCC(=O)[O-])C